(S)-7-((2S,3S)-5-Chloro-6-fluoro-3-methyl-2-phenyl-2-((S)-pyrrolidin-2-yl)-2,3-dihydrobenzofuran-4-yl)-8-fluoro-2,3-dihydrobenzo[b][1,4]dioxine-6-carboxamide ClC=1C(=CC2=C([C@@H]([C@@](O2)([C@H]2NCCC2)C2=CC=CC=C2)C)C1C=1C(=CC2=C(OCCO2)C1F)C(=O)N)F